CN(C1=NC=2N(C=C1)N=CC2N)C N5,N5-Dimethylpyrazolo[1,5-a]pyrimidine-3,5-diamine